[N+](=O)([O-])C1=CC=C(C=C1)C(C)NC(OC(C)(C)C)=O tert-butyl 1-(4-nitrophenyl)ethylcarbamate